C(CCCCCCC)OC=1OCCCN1 2-octyloxy-5,6-dihydro-4H-1,3-oxazine